N1C[C@H](CCC1)NC1=NC=C(C(=N1)C1=CNC=2C(N(C=CC21)C=2N=CSC2)=O)C(F)(F)F 3-(2-{[(3S)-piperidin-3-yl]amino}-5-(trifluoromethyl)pyrimidin-4-yl)-6-(1,3-thiazol-4-yl)-1H,6H,7H-pyrrolo[2,3-c]pyridin-7-one